(1-(tert-butyl)-3-(1,4-dioxaspiro[4.4]nonan-7-yl)-1H-pyrazol-5-yl) carbamate C(N)(OC1=CC(=NN1C(C)(C)C)C1CC2(OCCO2)CC1)=O